1-(2-Hexyloctyl) 21-octyl 6-decyl-11-(2-(diethylamino)ethyl)-16-octyl-7,15-dioxo-8,14-dioxa-6,11,16-triazahenicosanedioate C(CCCCCCCCC)N(CCCCC(=O)OCC(CCCCCC)CCCCCC)C(OCCN(CCOC(N(CCCCC(=O)OCCCCCCCC)CCCCCCCC)=O)CCN(CC)CC)=O